ClC=1C=CC2=C(C=C(O2)C(C(=O)N[C@@H]([C@H](C=2C=NC(=CC2)OC(C)C)O)CN2CCCC2)(F)F)C1 2-(5-chlorobenzofuran-2-yl)-2,2-difluoro-N-((1s,2r)-1-hydroxy-1-(6-isopropoxypyridin-3-yl)-3-(pyrrolidin-1-yl)propan-2-yl)acetamide